ClC1=CC(=C(O[C@H](C(=O)O)CC2CC2)C=C1)C1=CC=NO1 (S)-2-[4-chloro-2-(5-isoxazolyl)phenoxy]-3-cyclopropylpropionic acid